(7-([1,1'-biphenyl]-3-yloxy)-1-chloro-4-hydroxyisoquinoline-3-carbonyl)glycine C1(=CC(=CC=C1)OC1=CC=C2C(=C(N=C(C2=C1)Cl)C(=O)NCC(=O)O)O)C1=CC=CC=C1